C(C)(C)(C)OC(N(C)C1=CC(=C(C=C1)Cl)[C@@H]1COCCCN1)=O |r| (+-)-(4-chloro-3-(1,4-oxazepan-3-yl)phenyl)(methyl)carbamic acid tert-butyl ester